tert-butyl 3-((3-bromo-2-fluorophenyl)difluoromethyl)-8-azabicyclo[3.2.1]octane-8-carboxylate BrC=1C(=C(C=CC1)C(C1CC2CCC(C1)N2C(=O)OC(C)(C)C)(F)F)F